COC1=CC=C(C=C1)C1=NN2C(=NC=3C=CC=CC3C2=N1)N[C@@H]1C(NCCNC1)=O (6S)-6-{[2-(4-methoxyphenyl)[1,2,4]triazolo[1,5-c]quinazolin-5-yl]amino}-1,4-diazepan-5-one